CC1=C(C=C(C(=C1)Br)C)Br 2,5-dimethyl-1,4-dibromobenzene